Cl.Cl.N[C@@H](COC1=C(C=2C=C(C=NC2C=C1)F)C(=O)OCC1=CC=CC=C1)CC1=NC(=CC(=C1)OC)C Benzyl (R)-6-(2-amino-3-(4-methoxy-6-methylpyridin-2-yl)propoxy)-3-fluoroquinoline-5-carboxylate dihydrochloride